NC1CN(CC1)C(=O)N1CCN(C2=CC=CC=C12)CC1=NC=CC=C1 (3-aminopyrrolidin-1-yl)(4-(pyridin-2-ylmethyl)-3,4-dihydroquinoxalin-1(2H)-yl)methanone